1-((2R,3R,4S,5R)-3,4-dihydroxy-5-((phosphonatooxy) methyl)tetrahydrofuran-2-yl)pyridin-1-ium-3-carboxylate O[C@H]1[C@@H](O[C@@H]([C@H]1O)COP(=O)([O-])[O-])[N+]1=CC(=CC=C1)C(=O)[O-]